1-(4-chlorophenyl)-2-(1H-imidazol-1-yl)ethan-1-one ClC1=CC=C(C=C1)C(CN1C=NC=C1)=O